(S)-4-(4-(((R)-1-(3-(difluoromethyl)-2-fluorophenyl)ethyl)amino)-2-methylpyrido[3,4-d]pyrimidin-6-yl)-3-methylpiperazine-1-carboxylate FC(C=1C(=C(C=CC1)[C@@H](C)NC=1C2=C(N=C(N1)C)C=NC(=C2)N2[C@H](CN(CC2)C(=O)[O-])C)F)F